((1-hydroxy-2-methylpropan-2-yl)amino)-N-(4-((2-hydroxyethyl)sulfonylamino)-2-(6-azaspiro[2.5]oct-6-yl)phenyl)thiazole-4-carboxamide OCC(C)(C)NC=1SC=C(N1)C(=O)NC1=C(C=C(C=C1)NS(=O)(=O)CCO)N1CCC2(CC2)CC1